methyl 4-oxo-3-[2-(trifluoromethoxy)ethyl]imidazo[5,1-d][1,2,3,5]tetrazine-8-carboximidothioate O=C1N2C(N=NN1CCOC(F)(F)F)=C(N=C2)C(=N)SC